CS(=O)(=O)N1C[C@@H](CC1)C(=O)Cl (R)-1-(methylsulfonyl)pyrrolidine-3-carbonyl chloride